3-(benzothien-3-yl)pyridine-2,6-diamine S1C=C(C2=C1C=CC=C2)C=2C(=NC(=CC2)N)N